10-undecan-enol C(CCCCCCCCC=C)O